2-(methacryloyl)-ethyl-trimethyl-ammonium chloride [Cl-].C(C(=C)C)(=O)CC[N+](C)(C)C